5-(2-Fluoro-6-hydroxy-4-(6-(isopentylamino)-5-methylpyridin-3-yl)phenyl)-1,2,5-thiadiazolidin-3-one-1,1-dioxide FC1=C(C(=CC(=C1)C=1C=NC(=C(C1)C)NCCC(C)C)O)N1CC(NS1(=O)=O)=O